6,6-bis(((Z)-hept-4-en-1-yl)oxy)hexanoic acid C(CC\C=C/CC)OC(CCCCC(=O)O)OCCC\C=C/CC